[Ca].C(C)(=O)OC=1C(C(=O)O)=CC=CC1 Acetylsalicylic acid Calcium